CC1=C(C=C(C=C1)C=1CCN(CC1)C(=O)OC(C)(C)C)[N+](=O)[O-] tert-butyl 4-(4-methyl-3-nitrophenyl)-1,2,3,6-tetrahydropyridine-1-carboxylate